tert-Butyl 6-(4-methylpiperazin-1-yl)-3-(2-phenylacetyl)-1H-indole-1-carboxylate CN1CCN(CC1)C1=CC=C2C(=CN(C2=C1)C(=O)OC(C)(C)C)C(CC1=CC=CC=C1)=O